ClC1=C(C=CC=C1)C1N(CCOCC1)C1=CC(=C(C(=O)N[C@H](C)\C=C\S(=O)(=O)C)C=C1)F 4-(5-(2-chlorophenyl)-1,4-oxazepan-4-yl)-2-fluoro-N-((R,E)-4-(methylsulfonyl)but-3-en-2-yl)benzamide